FC(C1=NN(C=2C([C@@H]3C[C@@H]3C12)(F)F)CC(=O)N)F 2-[(2S,4R)-9-(difluoromethyl)-5,5-difluoro-7,8-diazatricyclo[4.3.0.02,4]nona-1(6),8-dien-7-yl]acetamid